2-(3-(Dibenzylamino)-2-fluoropropoxy)ethylmethanesulfonate C(C1=CC=CC=C1)N(CC(COCCCS(=O)(=O)[O-])F)CC1=CC=CC=C1